3-(3-(3-chloro-2-hydroxyphenyl)-5,6,7,8-tetrahydroimidazo[1,5-a]pyridin-1-yl)pyridin-2-ol ClC=1C(=C(C=CC1)C1=NC(=C2N1CCCC2)C=2C(=NC=CC2)O)O